CCCC/C=C/C=O The molecule is a monounsaturated fatty aldehyde that is (2E)-hept-2-ene which is carrying an oxo group at position 1. Found in the peel of Malaysian pink and white pomelo peel and in the scent gland secretion of the rice stink bug Oebalus pugnax. It has a role as a plant metabolite and a uremic toxin. It is an enal, a monounsaturated fatty aldehyde and a medium-chain fatty aldehyde.